C(C)C1C(C(CC1)=O)=O 3-ethylcyclopentane-1,2-dione